ClC=1C=CC=C2C=CC=C(C12)N1CC=2N=C(N=C(C2CC1)N1C[C@H]2[C@@H]([C@H]2CC1)C(C=C)=O)OC[C@H]1N(CCC1)C 1-((1R,6S,7R)-3-(7-(8-chloronaphthalen-1-yl)-2-(((S)-1-methylpyrrolidin-2-yl)methoxy)-5,6,7,8-tetrahydropyrido[3,4-d]pyrimidin-4-yl)-3-azabicyclo[4.1.0]heptan-7-yl)prop-2-en-1-one